butyl-carbinol acetate tributyl-citrate C(CCC)C(C(C(C(=O)O)(CCCC)CCCC)(O)C(=O)O)C(=O)O.C(C)(=O)O.C(CCC)CO